C(C)OC(=O)C1=NS(C2=C1C=CC1=CC=CC=C12)(=O)=O naphtho[2,1-D]isothiazole-3-carboxylic acid ethyl ester 1,1-dioxide